C(C)(=O)OCC(=O)C1=C(C=C(C=C1)C(F)(F)F)NC(C1=CC(=CC=C1)Br)=O 2-(2-(3-bromobenzoylamino)-4-(trifluoromethyl) phenyl)-2-oxoethyl acetate